BrC=1C=C(C=C2C(N(C(C12)=O)C1C(NC(CC1)=O)=O)=O)CN1CCN(CC1)C1=CC=C(N=N1)C(=O)NC1C(C(C1(C)C)OC1=CC(=C(C=C1)C#N)Cl)(C)C 6-(4-((7-bromo-2-(2,6-dioxopiperidin-3-yl)-1,3-dioxoisoindolin-5-yl)methyl)piperazin-1-yl)-N-((1r,3r)-3-(3-chloro-4-cyanophenoxy)-2,2,4,4-tetramethylcyclobutyl)pyridazine-3-carboxamide